C1(CC1)N1N=CC(=C1)[C@H]1C=C(CCO1)C=1N=C(C2=C(C(N(N=C2)C)=O)N1)C1=C(C=C(C=C1)C(F)(F)F)F 2-[(6R)-6-(1-cyclopropylpyrazol-4-yl)-3,6-dihydro-2H-pyran-4-yl]-4-[2-fluoro-4-(trifluoromethyl)phenyl]-7-methyl-pyrimido[4,5-d]pyridazin-8-one